N(N)C1=CC2=C(SC(=C2)CO)C=C1 (5-hydrazinobenzo[b]thiophen-2-yl)methanol